1-((5-(5-(difluoromethyl)-1,3,4-oxadiazol-2-yl)pyridin-2-yl)methyl)-3-methyl-5-(4-(methylsulfonyl)phenyl)-1,3-dihydro-2H-benzo[d]imidazol-2-one FC(C1=NN=C(O1)C=1C=CC(=NC1)CN1C(N(C2=C1C=CC(=C2)C2=CC=C(C=C2)S(=O)(=O)C)C)=O)F